(1S,2R)-2-((S)-1-((1,3-Dioxoisoindolin-2-yl)methyl)-8-((1-methyl-1H-benzo[d]imidazol-5-yl)methoxy)-1,2,3,4-tetrahydroisochinolin-2-carbonyl)cyclohexan O=C1N(C(C2=CC=CC=C12)=O)C[C@H]1N(CCC2=CC=CC(=C12)OCC1=CC2=C(N(C=N2)C)C=C1)C(=O)C1CCCCC1